(tert-butyldimethylsilyloxy) pyrrolidine-1,2-dicarboxylate N1(C(CCC1)C(=O)[O-])C(=O)OO[Si](C)(C)C(C)(C)C